CC1(CC(C=C(C1)N)=O)C N-(5,5-dimethyl-3-oxo-1-cyclohexenyl)amine